(2S,4R)-1-((S)-2-azido-3-methylbutanoyl)-4-hydroxy-N-((S)-1-(4-(4-methylthiazol-5-yl)phenyl)ethyl)pyrrolidine-2-carboxamide N(=[N+]=[N-])[C@H](C(=O)N1[C@@H](C[C@H](C1)O)C(=O)N[C@@H](C)C1=CC=C(C=C1)C1=C(N=CS1)C)C(C)C